5,7-dibromo-4H-chromen-4-one BrC1=C2C(C=COC2=CC(=C1)Br)=O